FC1(CC2(C1)CC(NCC2)C2=CC=C(C=1C=NN(C21)COCC[Si](C)(C)C)C(=O)OCC)F ethyl 7-{2,2-difluoro-7-azaspiro[3.5]nonan-6-yl}-1-{[2-(trimethylsilyl)ethoxy]methyl}indazole-4-carboxylate